5-methoxy-3-(2-methylOxyethyl)benzo[d]Thiazol-2(3H)-one COC=1C=CC2=C(N(C(S2)=O)CCOC)C1